7-((6-Butoxypyridin-3-yl)amino)-4-methyl-2H-benzo[b][1,4]oxazin-3(4H)-one C(CCC)OC1=CC=C(C=N1)NC=1C=CC2=C(OCC(N2C)=O)C1